(±)-trans-N-[8-(benzhydrylideneamino)-6-(4-cyano-2-methyl-phenyl)-3-isoquinolinyl]-2-cyano-cyclopropanecarboxamide C(C1=CC=CC=C1)(C1=CC=CC=C1)=NC=1C=C(C=C2C=C(N=CC12)NC(=O)[C@H]1[C@@H](C1)C#N)C1=C(C=C(C=C1)C#N)C |r|